O1CC(CC1)=NS(=O)C(C)(C)C N-(dihydrofuran-3(2H)-ylidene)-2-methylpropane-2-sulfinamide